CC(CCC=C)(C)C1=C(C(=NC=C1[N+](=O)[O-])N)C(F)(F)F (1,1-dimethylpent-4-enyl)-5-nitro-3-(trifluoromethyl)pyridin-2-amine